4-(2-{[(2r,7as)-2-fluoro-hexahydro-1H-pyrrolizin-7a-yl]methoxy}-4-{2-azabicyclo[2.2.1]hept-2-yl}-8-fluoropyrido[4,3-d]pyrimidin-7-yl)-5-ethynyl-6-fluoronaphthalene-2-ol F[C@@H]1C[C@@]2(CCCN2C1)COC=1N=C(C2=C(N1)C(=C(N=C2)C2=CC(=CC1=CC=C(C(=C21)C#C)F)O)F)N2C1CCC(C2)C1